IC1=NNC=2C1=NC(=CC2)C(C)C 3-iodo-5-isopropyl-1H-pyrazolo[4,3-b]pyridine